ClC1=NC=C(C=C1NS(=O)(=O)C)C=1C=C2C(=NC=NC2=CC1)N[C@H](C)C1=CC=C(C=C1)F N-(2-chloro-5-(4-((1R-(4-fluorophenyl)ethyl)amino)quinazolin-6-yl)pyridin-3-yl)methanesulfonamide